9-(7-Chloro-8-fluoro-2-(((2R,7aS)-2-fluorotetrahydro-1H-pyrrolizin-7a(5H)-yl)methoxy)pyrido[4,3-d]pyrimidin-4-yl)-6-oxa-1,9-diazaspiro[3.6]decan-2-one ClC1=C(C=2N=C(N=C(C2C=N1)N1CCOCC2(CC(N2)=O)C1)OC[C@]12CCCN2C[C@@H](C1)F)F